4-(hydroxymethyl)-2,6-dimethoxybenzonitrile OCC1=CC(=C(C#N)C(=C1)OC)OC